N1(C=CC2=CC=CC=C12)CC(=O)O N-indoleacetic acid